N-((1S,2R)-2-((6-(2,6-difluoro-3-methoxyphenyl)quinazolin-2-yl)amino)cyclopentyl)propynamide benzyl-N-((chloromethoxy)carbonyl)-N-methylglycinate C(C1=CC=CC=C1)OC(CN(C)C(=O)OCCl)=O.FC1=C(C(=CC=C1OC)F)C=1C=C2C=NC(=NC2=CC1)N[C@H]1[C@H](CCC1)NC(C#C)=O